FC=1C=C(C=CC1F)C1=CC(=NN1C1=NC=CC=C1F)O 5-(3,4-difluorophenyl)-1-(3-fluoropyridin-2-yl)-1H-pyrazol-3-ol